2-Anilinopyrimidine-4-carboxylic acid N(C1=CC=CC=C1)C1=NC=CC(=N1)C(=O)O